C(#C)C1=C2C=CC=C(C2=CC=C1)C1=C(C=C2C(=NC(=NC2=C1F)OCC12CCCN2CCC1)N1C[C@@H](N(CC1)C(C(=C)F)=O)CC#N)F 2-((2S)-4-(7-(5-ethynylnaphth-1-yl)-6,8-difluoro-2-((tetrahydro-1H-pyrrolizin-7a(5H)-yl)methoxy)quinazolin-4-yl)-1-(2-fluoroacryloyl)piperazin-2-yl)acetonitrile